CC=1OC=2C(=NC=CC2)N1 2-methyloxazolo[4,5-b]pyridin